N-methyl-piperidine hydrogen sulfate S(=O)(=O)(O)O.CN1CCCCC1